O=C1N(CCC(N1)=O)C=1C=C(C=CC1)C1CCN(CC1)CC1CCNCC1 4-((4-(3-(2,4-dioxotetrahydropyrimidin-1(2H)-yl)phenyl)piperidin-1-yl)methyl)piperidin